1-(3-Amino-3-carboxypropyl)pseudouridine NC(CCN1C=C([C@H]2[C@H](O)[C@H](O)[C@@H](CO)O2)C(NC1=O)=O)C(=O)O